2-Amino-N-((8-chloro-5-(2,2-dimethyl-1,1-dioxidothiomorpholino)imidazo-[1,5-a]pyridin-6-yl)methyl)pyrazolo-[1,5-a]pyrimidine-3-carboxamide trifluoroacetate salt FC(C(=O)O)(F)F.NC1=NN2C(N=CC=C2)=C1C(=O)NCC=1C=C(C=2N(C1N1CC(S(CC1)(=O)=O)(C)C)C=NC2)Cl